Bis[trifluoromethanesulfonyl]amide FC(S(=O)(=O)[N-]S(=O)(=O)C(F)(F)F)(F)F